ClC=1C(=NC(=CC1)C1=C(C=C(C(=C1)O[C@H](C(F)(F)F)C)C(NC1=C(C=CC=C1F)Cl)=O)F)C(=O)O (S)-3-chloro-6-(4-((2-chloro-6-fluorophenyl)carbamoyl)-2-fluoro-5-((1,1,1-trifluoropropan-2-yl)oxy)phenyl)picolinic acid